OCC=1C=C(C=CC1)NC=1N=CC2=C(N1)N1C(C(=C2)C=2C=C(C=CC2C)NC(C2=NC=CC(=C2)C(F)(F)F)=O)=NCC1 N-(3-(2-((3-(hydroxymethyl)phenyl)amino)-8,9-dihydroimidazo[1',2':1,6]pyrido[2,3-d]pyrimidin-6-yl)-4-methylphenyl)-4-(trifluoromethyl)picolinamide